2,2'-(((2-bromo-2'-chloro-[1,1'-biphenyl]-3,3'-diyl)bis(3-methoxypyrazine-5,2-diyl))bis(methylene))bis(2,6-diazaspiro[3.4]octan-7-one) BrC1=C(C=CC=C1C=1N=C(C(=NC1)CN1CC2(C1)CNC(C2)=O)OC)C2=C(C(=CC=C2)C=2N=C(C(=NC2)CN2CC1(C2)CNC(C1)=O)OC)Cl